CN(C[C@@H](COC1=C(C=CC=C1)CCC1=CC(=CC=C1)OC)OC(CCC(=O)[O-])=O)C (S)-4-((1-(dimethylamino)-3-(2-(3-methoxyphenethyl) phenoxy) propan-2-yl) oxy)-4-oxobutanoate